CCC1=CC(=NC=C1)C α-collidine